2,4,6-trichloro-8-fluoro-7-(2-fluoro-6-methoxyphenyl)quinazoline ((2R,3S,4R,5R)-5-(4-aminopyrrolo[2,1-f][1,2,4]triazin-7-yl)-5-cyano-3,4-dihydroxytetrahydrofuran-2-yl)methylacetate NC1=NC=NN2C1=CC=C2[C@]2([C@@H]([C@@H]([C@H](O2)COC(C)=O)O)O)C#N.ClC2=NC1=C(C(=C(C=C1C(=N2)Cl)Cl)C2=C(C=CC=C2OC)F)F